ClC=1C=C2C(=NC(=NC2=C(C1C1=C(C=CC=C1O)F)F)C(F)(F)F)N1CCN(CC1)C(=O)OC(C)(C)C tert-Butyl 4-(6-chloro-8-fluoro-7-(2-fluoro-6-hydroxyphenyl)-2-(trifluoromethyl)quinazolin-4-yl)piperazine-1-carboxylate